methyl-7-(piperazin-1-yl)-4H,4'H-2,7'-bipyrido[1,2-a]pyrimidine-4,4'-dione CC1=C(N=C2N(C1=O)C=C(C=C2)N2CCNCC2)C=2C=CC=1N(C(C=CN1)=O)C2